C(CC)C1CCN(CC1)C1=NC=C(C=N1)C1(CCC(CC1)N)N 1-(2-(4-propylpiperidin-1-yl)pyrimidin-5-yl)cyclohexane-1,4-diamine